C1=CC=C(C=C1)OC2=C(C=CC(=C2F)F)C(=O)O difluorophenyl-salicylic acid